NC=1SC(=CN1)SC=1C(=C(C(=O)O)C(=CC1C)OC)C ((2-aminothiazol-5-yl)thio)-6-methoxy-2,4-dimethylbenzoic acid